4-phenyl-4H-dithieno[3,2-b:2',3'-d]pyrrole C1(=CC=CC=C1)N1C2=C(C3=C1C=CS3)SC=C2